C(C)(C)(C)OC(=O)C=1C=2N(C(=CC1O)C#CC1=CC=CC=C1)N=CN2 5-(phenylethynyl)-7-hydroxy-[1,2,4]triazolo[1,5-a]pyridine-8-carboxylic acid tert-butyl ester